5-((ethylamino)methyl)-7-nitroquinolin-8-ol dihydrochloride Cl.Cl.C(C)NCC1=C2C=CC=NC2=C(C(=C1)[N+](=O)[O-])O